FC=1C=CC(=C(C(=O)N(C(C)C)C(C)C)C1)OC=1C(=NC=NC1)N1CC2(C1)CCN(CC2)CC(C)(C)O 5-fluoro-2-((4-(7-(2-hydroxy-2-methylpropyl)-2,7-diazaspiro[3.5]non-2-yl)pyrimidin-5-yl)oxy)-N,N-diisopropylbenzamide